({[(tert-butoxy)carbonyl]amino}methyl)-1-ethyl-3-methyl-6-(trifluoromethoxy)-1H-1,3-benzodiazol-3-ium iodide [I-].C(C)(C)(C)OC(=O)NCC1=[N+](C2=C(N1CC)C=C(C=C2)OC(F)(F)F)C